N-(4-bromopyridin-2-yl)-3-{4,7-diazaspiro[2.5]oct-7-yl}propionamide BrC1=CC(=NC=C1)NC(CCN1CCNC2(CC2)C1)=O